C1(=CC=CC=C1)C(C=O)C1=CC=CC=C1 2,2-diphenylacetaldehyde